(2R)-2-[(2-{4-[2-(dimethylamino)ethoxy]pyridin-2-yl}-5H,6H,7H-cyclopenta[d]pyrimidin-4-yl)(methyl)amino]-N-isopropylpropanamide CN(CCOC1=CC(=NC=C1)C=1N=C(C2=C(N1)CCC2)N([C@@H](C(=O)NC(C)C)C)C)C